2-[3-(5-Amino-1-carboxy-pentyl)-ureido]-pentanedioic acid, di-t-butyl ester NCCCCC(C(=O)O)NC(NC(C(=O)OC(C)(C)C)CCC(=O)OC(C)(C)C)=O